3-(4-bromophenoxy)-2,2-dimethylpropionitrile BrC1=CC=C(OCC(C#N)(C)C)C=C1